2-(4-(pyridin-4-yl)phenyl)-1,2-oxazolidin-3-one N1=CC=C(C=C1)C1=CC=C(C=C1)N1OCCC1=O